C=CCOC(=O)OCCOCCOC(=O)OCC=C diethylene glycol bis(allylcarbonate)